N-[(2RS)-1-(aminooxy)-3-(2,4-dimethylphenyl)propan-2-yl]-3-(3-chlorophenoxy)-6-methylpyridazine-4-carboxamide NOC[C@@H](CC1=C(C=C(C=C1)C)C)NC(=O)C1=C(N=NC(=C1)C)OC1=CC(=CC=C1)Cl |r|